6-cyclopropyl-N-(2-((R)-9-(pyridin-2-yl)-6-oxaspiro[4.5]decan-9-yl)ethyl)-5,6-dihydro-4H-pyrrolo[1,2-b]pyrazol-4-amine C1(CC1)C1CC(C=2N1N=CC2)NCC[C@]2(CCOC1(CCCC1)C2)C2=NC=CC=C2